FC1=C(C(=CC=C1C(=O)C1=CNC2=NC=C(C=C21)C=2C=NC(=NC2)N2C[C@H](CC2)O)F)NS(=O)(=O)CCC (S)-N-(2,6-difluoro-3-(5-(2-(3-hydroxypyrrolidin-1-yl)pyrimidin-5-yl)-1H-pyrrolo[2,3-b]pyridine-3-carbonyl)phenyl)propane-1-sulfonamide